N-[N-[tert-butyl(dimethyl)silyl]-S-(4-nitrophenyl)sulfonimidoyl]ethanamine [Si](C)(C)(C(C)(C)C)N=S(=O)(C1=CC=C(C=C1)[N+](=O)[O-])NCC